tert-butyl 4-(7-(2-((tert-butoxycarbonyl)amino)benzo[d]thiazol-4-yl)-6-cyano-8-fluoro-2-(((S)-1-methylpyrrolidin-2-yl)methoxy)quinazolin-4-yl)piperazine-1-carboxylate C(C)(C)(C)OC(=O)NC=1SC2=C(N1)C(=CC=C2)C2=C(C=C1C(=NC(=NC1=C2F)OC[C@H]2N(CCC2)C)N2CCN(CC2)C(=O)OC(C)(C)C)C#N